(5-fluoro-2-pyridyl)acetic acid FC=1C=CC(=NC1)CC(=O)O